FC1=C(C=CC(=C1)F)C=1C(=CC=2C(=NC(N3C[C@H](CSC1C32)N(C)C)=O)N3C[C@@H](N[C@@H](C3)C)C)C(F)(F)F (12R)-8-(2,4-difluorophenyl)-12-(dimethylamino)-4-[(3s,5R)-3,5-dimethylpiperazin-1-yl]-7-(trifluoromethyl)-10-thia-1,3-diazatricyclo[7.4.1.05,14]tetradeca-3,5(14),6,8-tetraen-2-one